nicotine picolinate N1=C(C=CC=C1)C(=O)O.N1=CC=CC(=C1)C1N(C)CCC1